ClC1=CN(C2=CC=C(C=C12)CNCCC(=O)O)C1=NOC(=N1)C1=NOC2=C1CCC(C2)(C)C 3-(((3-chloro-1-(5-(6,6-dimethyl-4,5,6,7-Tetrahydrobenzo[d]isoxazol-3-yl)-1,2,4-oxadiazol-3-yl)-1H-indol-5-yl)methyl)amino)propionic acid